3-[2-amino-5-(8-methylimidazo[1,2-a]pyridin-6-yl)thiazol-4-yl]benzonitrile NC=1SC(=C(N1)C=1C=C(C#N)C=CC1)C=1C=C(C=2N(C1)C=CN2)C